(S)-Tert-Butyl 3-(Tert-Butoxy)-2-(5-(3-(5-(Pentan-3-Ylcarbamoyl)Oxazol-2-Yl)Phenyl)-1H-Pyrazole-3-Carboxamido)Propanoate Trifluoroacetate FC(C(=O)O)(F)F.C(C)(C)(C)OC[C@@H](C(=O)OC(C)(C)C)NC(=O)C1=NNC(=C1)C1=CC(=CC=C1)C=1OC(=CN1)C(NC(CC)CC)=O